N[C@H]1C2N(CC1CC2)C(=O)C=2C=CC=1N(C2)N=C(C1C)C=1N(C2=CC(=CC=C2C1)C(C)(C)O)CC1CC1 ((7R)-7-amino-2-azabicyclo[2.2.1]hept-2-yl)(2-(1-(cyclopropylmethyl)-6-(2-hydroxypropan-2-yl)-1H-indol-2-yl)-3-methylpyrazolo[1,5-a]pyridin-6-yl)methanone